cyclopropane-1,2-dicarboxylic anhydride C12C(C1)C(=O)OC2=O